3-benzyl-7-(2-hydroxy-3-((2-(pyridin-3-yl)ethyl)amino)propoxy)-4-methyl-2H-chromen-2-one C(C1=CC=CC=C1)C=1C(OC2=CC(=CC=C2C1C)OCC(CNCCC=1C=NC=CC1)O)=O